(4'-acetamido-[1,1'-biphenyl]-3-yl)boronic acid C(C)(=O)NC1=CC=C(C=C1)C1=CC(=CC=C1)B(O)O